FC=1C=C(C=CC1)NC(CN(C=1C2=C(N=C(N1)C1=NC=CC(=C1)OC1CC(C1)O)CCC2)C)=O N-(3-fluorophenyl)-2-[methyl(2-{4-[(1s,3s)-3-hydroxycyclobutoxy]pyridin-2-yl}-5H,6H,7H-cyclopenta[d]pyrimidin-4-yl)amino]acetamide